3-(5-(4-((8-(4-chlorophenyl)spiro[4.5]dec-7-en-7-yl)methyl)piperazine-1-carbonyl)-1-oxoisoindolin-2-yl)piperidine-2,6-dione ClC1=CC=C(C=C1)C1=C(CC2(CCCC2)CC1)CN1CCN(CC1)C(=O)C=1C=C2CN(C(C2=CC1)=O)C1C(NC(CC1)=O)=O